O1C(=CC=C1C(=O)O)C(=O)O.CCCCCCCCCC=C.CCCCCCCCCC=C di(10-undecene) furan-2,5-dicarboxylate